N-hydroxy-4-{[5-(3-methyl-4-oxo-3,4-dihydroquinazolin-6-yl)-3-(3-bromophenyl)-1H-pyrazol-1-yl]methyl}benzamide ONC(C1=CC=C(C=C1)CN1N=C(C=C1C=1C=C2C(N(C=NC2=CC1)C)=O)C1=CC(=CC=C1)Br)=O